ClC1=C(C=CC(=C1)Cl)[C@@H](C)NC1=CC(=NC=2N1N=CN2)N2CC(C2)C2CCN(CC2)C2COC2 (R)-N-(1-(2,4-dichlorophenyl)ethyl)-5-(3-(1-(oxetan-3-yl)piperidine-4-yl)azetidin-1-yl)-[1,2,4]triazolo[1,5-a]pyrimidin-7-amine